C1=C(C=CC=2C3=CC=CC=C3C=CC12)[2H] phenanthrene-2-d